2,2'-(2-(2,4-difluorophenyl)-2-hydroxypropane-1,3-diyl)bis(4-(difluoromethyl)-2,4-dihydro-3H-1,2,4-triazole-3-thione) FC1=C(C=CC(=C1)F)C(CN1N=CN(C1=S)C(F)F)(CN1N=CN(C1=S)C(F)F)O